(6-(Chloromethyl)pyridin-3-yl)methanol ClCC1=CC=C(C=N1)CO